C(C)(C)(C)C(C(=O)O)(CC=1C=C2CCNCC2=CC1)C.C(CCCCCCC)C1=C(C=C(O)C=C1)O 4-octyl-resorcinol tert-butyl-2-methyl-3-(1,2,3,4-tetrahydroisoquinolin-6-yl)propanoate